C(CCC)OCN(C1=NC(=NC(=N1)N(COCCCC)COCCCC)N(COCCCC)COCCCC)COCCCC hexa(butoxymethyl)melamine